2-methyl-7-(oxetan-3-yl)-5,6,7,8,9,10-hexahydropyrido[3',2':4,5]pyrrolo[2,3-d]azepine CC=1C=CC2=C(NC=3CCN(CCC32)C3COC3)N1